NC1=NC2=CC=C(C=C2C=C1CO)C(=O)N(CC1=NC=C(C=C1)C(F)(F)F)CC1=NC=CC=C1F 2-amino-N-((3-fluoropyridin-2-yl)methyl)-3-(hydroxymethyl)-N-((5-(trifluoromethyl)pyridin-2-yl)methyl)quinoline-6-carboxamide